C(C)(C)(C)OC(=O)N1C2CCC(C1)C2=O 7-oxo-2-azabicyclo[2.2.1]heptane-2-carboxylic acid tert-butyl ester